z-epidioxy-24(R)-methylcholesta-6,22-dien C[C@@H](C1(COO1)C)\C=C/[C@@H](C)[C@H]1CC[C@H]2[C@@H]3C=CC4CCCC[C@]4(C)[C@H]3CC[C@]12C